C(C)(C)C1=CC=C(C=C1)[I+]C1=CC=C(C=C1)C (4-isopropylphenyl)(p-tolyl)iodonium